ClC1=CC=C(C=C1)N1C(=NC2=C1C=NC=C2)C=2C=CC(=NC2)CN2CCOCC2 4-({5-[3-(4-Chlorophenyl)-3H-imidazo[4,5-c]pyridin-2-yl]pyridin-2-yl}methyl)morpholine